(S)-N1-(7-((4-(dimethylamino)phenyl)ethynyl)-5-methyl-4-oxo-2,3,4,5-tetrahydrobenzo[b][1,4]oxazepin-3-yl)-N2-phenethyloxalamide CN(C1=CC=C(C=C1)C#CC1=CC2=C(OC[C@@H](C(N2C)=O)NC(C(=O)NCCC2=CC=CC=C2)=O)C=C1)C